3''-chloro-4''-((3,5-difluoropyridine-2-yl)methoxy)-3-(1-hydroxyethyl)-5',6''-dimethyl-2H,2''H-[1,2':4',1''-terpyridine] ClC=1CN(C(=CC1OCC1=NC=C(C=C1F)F)C)C1=CC(=NC=C1C)N1CC(=CC=C1)C(C)O